4-{[(4-ethoxycyclohexyl)oxy]methyl}-7-methyl-2H-quinolizine-3,6(1H,4H)-dione C(C)OC1CCC(CC1)OCC1C(CCC2=CC=C(C(N12)=O)C)=O